N-[2-amino-5-(4-fluorophenyl)phenyl]-4-[(5-isopropenyl-3-pyridyl)sulfonyl]benzamide NC1=C(C=C(C=C1)C1=CC=C(C=C1)F)NC(C1=CC=C(C=C1)S(=O)(=O)C=1C=NC=C(C1)C(=C)C)=O